C(C)OC(=O)C=1N=C2N(C=C(N=C2)C=2CCN(CC2)C(=O)OC(C)(C)C)C1 6-(1-(tert-Butoxycarbonyl)-1,2,3,6-tetrahydropyridin-4-yl)imidazo[1,2-a]pyrazine-2-carboxylic acid ethyl ester